Ethyl (S)-5-((tert-butoxycarbonyl) amino)-4-oxa-6-phenylhexanoate C(C)(C)(C)OC(=O)N[C@@H](OCCC(=O)OCC)CC1=CC=CC=C1